5-difluoromethyl-3-(8,8-difluoro-7-oxobicyclo[4.2.0]oct-1,3,5-triene-2-enyloxy)benznitrile FC(C=1C=C(C=C(C#N)C1)OC1=C=C=C2C(C(C2=C1)=O)(F)F)F